NC1=NN(C=C1)C=1C=C(C(=O)OC)C=CC1 methyl 3-(3-aminopyrazol-1-yl)benzoate